6-amino-1,3,3-trimethyl-1-(4-aminophenyl)-indane NC1=CC=C2C(CC(C2=C1)(C1=CC=C(C=C1)N)C)(C)C